OC(=O)C(C)C1=CC(C(=O)C2=CC=CC=C2)=CC=C1 ketoprofen